C[Si](CCCCCC[Si](C1=CC=CC=C1)(N(CC)CC)N(CC)CC)(OCC)OCC 1-methyldiethoxysilyl-6-bis(diethylamino)phenylsilylhexane